3-((3-aminophenyl)amino)piperidine-2,6-dione trifluoroacetate salt FC(C(=O)O)(F)F.NC=1C=C(C=CC1)NC1C(NC(CC1)=O)=O